C(CCCCCCCCCCCCCCCCCCCCCCCCCCCCC)(=O)OCCCCCCCCCCCCCCCCCC stearyl melissate